COC(=O)C1=C(C2=C(N=C(C(N2C2=CC=C3C=CN(C3=C2)C2=CC=CC=C2)=O)Cl)S1)C(F)(F)F Methyl-3-chloro-2-oxo-1-(1-phenyl-1H-indol-6-yl)-7-(trifluoromethyl)-1,2-dihydrothieno[2,3-b]pyrazine-6-carboxylate